2-(2-hydroxy-5-(1,10-phenanthroline-2-yl)phenyl)benzothiazole OC1=C(C=C(C=C1)C1=NC2=C3N=CC=CC3=CC=C2C=C1)C=1SC2=C(N1)C=CC=C2